1,2,3,4-cyclohexanetetracarbonylchloride C1(C(C(C(CC1)C(=O)Cl)C(=O)Cl)C(=O)Cl)C(=O)Cl